Methanesulfonic acid 3-(1-cyclopropyl-1H-1,2,4-triazol-3-yl)-4-methoxy-5-nitrophenylmethyl ester C1(CC1)N1N=C(N=C1)C=1C=C(C=C(C1OC)[N+](=O)[O-])COS(=O)(=O)C